1-(N-pyrrolidinyl)-3-methylenehept-4,6-diene N1(CCCC1)CCC(C=CC=C)=C